FC=1C=C2C=C(NC2=CC1OCC=1OC(=CN1)C)CNC(=O)C1(CC1)C N-((5-fluoro-6-((5-methyloxazol-2-yl)methoxy)-1H-indol-2-yl)methyl)-1-methylcyclopropane-1-carboxamide